2-[4-[[1-[4-chloro-3-(2,4-Dioxohexahydropyrimidin-1-yl)benzoyl]-4-piperidyl]methyl]-1-piperidyl]acetic acid ClC1=C(C=C(C(=O)N2CCC(CC2)CC2CCN(CC2)CC(=O)O)C=C1)N1C(NC(CC1)=O)=O